2-((2-((4-(((3-(1-acryloylpiperidin-3-yl)phenyl)amino)methyl)phenyl)amino)-5-(trifluoromethyl)pyrimidin-4-yl)amino)-N-methoxybenzamide C(C=C)(=O)N1CC(CCC1)C=1C=C(C=CC1)NCC1=CC=C(C=C1)NC1=NC=C(C(=N1)NC1=C(C(=O)NOC)C=CC=C1)C(F)(F)F